tert-butyl 3-(6-chloro-5-cyano-2-methylsulfanyl-pyrimidin-4-yl)-3,8-diazabicyclo[3.2.1]octane-8-carboxylate ClC1=C(C(=NC(=N1)SC)N1CC2CCC(C1)N2C(=O)OC(C)(C)C)C#N